C1(=CC=CC=2C3=CC=CC=C3C12)B(O)O 1-BIPHENYLENYLBORONIC ACID